C(C)SC1=CC=CC(=N1)C(=O)OC methyl 6-ethylsulfanylpyridine-2-carboxylate